C(CCCS(=O)(=O)O)S(=O)(=O)O.[C@@H]1([C@H](O)[C@H](O)[C@@H](C)O1)N1C=NC=2C(N)=NC=NC12 5'-deoxyadenosine 1,4-butanedisulfonate